benzyl ((2-benzylpiperidin-4-yl)methyl)carbamate hydrochloride Cl.C(C1=CC=CC=C1)C1NCCC(C1)CNC(OCC1=CC=CC=C1)=O